2-Methyl-4-isobutoxy-phenol CC1=C(C=CC(=C1)OCC(C)C)O